tert-butyl 1'-(4-methoxybenzyl)-7'-methyl-5-(((methylsulfonyl)oxy)methyl)-3',4'-dihydro-1'H-spiro[pyrrolidine-3,2'-[1,8]naphthyridine]-1-carboxylate COC1=CC=C(CN2C3(CCC4=CC=C(N=C24)C)CN(C(C3)COS(=O)(=O)C)C(=O)OC(C)(C)C)C=C1